diethyl ([4-[(1S,4S,5R)-5-[[5-cyclopropyl-3-(2,6-dichlorophenyl)-1,2-oxazol-4-yl]methoxy]-2-azabicyclo[2.2.1]heptan-2-yl]phenyl]methyl)phosphonate C1(CC1)C1=C(C(=NO1)C1=C(C=CC=C1Cl)Cl)CO[C@H]1[C@@H]2CN([C@H](C1)C2)C2=CC=C(C=C2)CP(OCC)(OCC)=O